C(#C)C1=CC(=C(C=N1)C1=C(C2=C(N=CN=C2N)N1C)C1=NC=C(C=C1F)OC1=NC=CC(=N1)C)C 6-(6-ethynyl-4-methylpyridin-3-yl)-5-(3-fluoro-5-((4-methylpyrimidin-2-yl)oxy)pyridin-2-yl)-7-methyl-7H-pyrrolo[2,3-d]pyrimidin-4-amine